N1=CC=C(C=C1)C1=NC=NC(=N1)C1=CC=NC=C1 4,6-bis{4-pyridyl}-1,3,5-triazine